bis(2-nonylundecyl)heptanoic acid C(CCCCCCCC)C(CC(C(=O)O)(CCCCC)CC(CCCCCCCCC)CCCCCCCCC)CCCCCCCCC